(6R)-5-methyltetrahydrofolic acid glucosamine salt OC1[C@H](N)[C@@H](O)[C@H](O)[C@H](O1)CO.CN1C=2C(NC(=NC2NC[C@H]1CNC1=CC=C(C(N[C@@H](CCC(=O)O)C(=O)O)=O)C=C1)N)=O